3,3-dimethyl-1-(3-((2-((3-methyl-1-(8-methyl-8-azabicyclo[3.2.1]octan-3-yl)-1H-pyrazol-4-yl)amino)-5-(trifluoromethyl)pyrimidin-4-yl)amino)propyl)azetidin-2-one CC1(C(N(C1)CCCNC1=NC(=NC=C1C(F)(F)F)NC=1C(=NN(C1)C1CC2CCC(C1)N2C)C)=O)C